C(C1=CC=CC=C1)N1[C@H](CC(C[C@H]1C=1N=NN(C1)C)C(=O)N(CC1=CC=C(C=C1)OC)C1=C(C=C(C=C1)C)Br)C (2S,6S)-1-benzyl-N-(2-bromo-4-methyl-phenyl)-N-[(4-methoxyphenyl)methyl]-2-methyl-6-(1-methyltriazol-4-yl)piperidine-4-carboxamide